NC1=NC2=CC(=CC=C2C=C1Cl)C[C@@H]1CC[C@]2([C@@H]1O[C@H](C2O)N2C=CC1=C2N=CN=C1C)O (2R,3aS,6S,6aR)-6-((2-amino-3-chloroquinolin-7-yl)methyl)-2-(4-methyl-7H-pyrrolo[2,3-d]pyrimidin-7-yl)hexahydro-3aH-cyclopenta[b]furan-3,3a-diol